(N-(3-dimethylaminopropyl)-N'-ethylcarbodiimide) hydrochloride Cl.CN(CCCN=C=NCC)C